2-((3-bromo-1-methyl-1H-pyrazol-4-yl)methyl)-6-(cyclopropylmethyl)imidazo[1,2-a]pyrazine BrC1=NN(C=C1CC=1N=C2N(C=C(N=C2)CC2CC2)C1)C